[Rh+].OC1=CCCC=CCC1 hydroxyl-(1,5-cyclooctadiene) rhodium (I)